tert-Butyl N-[4-carbamoyl-5-[3-chloro-4-[2-[[3-(2,2-dimethylpropyl)isoxazol-5-yl]amino]-2-oxo-ethyl]-2-fluoro-phenyl]-2-isopropyl-pyrazol-3-yl]carbamate C(N)(=O)C1=C(N(N=C1C1=C(C(=C(C=C1)CC(=O)NC1=CC(=NO1)CC(C)(C)C)Cl)F)C(C)C)NC(OC(C)(C)C)=O